6-[(1S,5R)-8-azabicyclo[3.2.1]octan-3-yl]-2-(6-hydroxy-2,7-dimethyl-indazol-5-yl)pyrido[4,3-d]pyrimidin-5-one [C@@H]12CC(C[C@@H](CC1)N2)N2C(C1=C(N=C(N=C1)C1=CC3=CN(N=C3C(=C1O)C)C)C=C2)=O